5-bromo-6-(tetrahydrofuran-3-yloxy)nicotinic acid BrC=1C(=NC=C(C(=O)O)C1)OC1COCC1